CC=1C=CC=C2C(=C(NC12)C(=O)O)C=1C=NC=NC1 7-methyl-3-(pyrimidin-5-yl)-1H-indole-2-carboxylic acid